di(2-ethylhexyl) acetylenedicarboxylate C(#CC(=O)OCC(CCCC)CC)C(=O)OCC(CCCC)CC